3-(2-fluorophenyl)-6a,7,9,10-tetrahydropyrazino[1,2-d]pyrido[3,2-b][1,4]oxazin FC1=C(C=CC=C1)C1=CC=2OCC3N(C2N=C1)CCNC3